(2S,5S)-N-{2-benzyl-2-azaspiro[3.3]heptan-6-yl}-4-(5-cyanopyrimidin-2-yl)-2,5-dimethylpiperazine-1-carboxamide C(C1=CC=CC=C1)N1CC2(C1)CC(C2)NC(=O)N2[C@H](CN([C@H](C2)C)C2=NC=C(C=N2)C#N)C